O1CCN(CC1)C1=NC(C=2C(=N1)N(CC2)C2=CC=CC=C2)C2CCN(CC2)C(=O)OC(C)(C)C tert-butyl 4-(2-morpholino-7-phenyl-4,7-dihydro-6H-pyrrolo[2,3-d]pyrimidin-4-yl)piperidine-1-carboxylate